ClC1=CC2=C(C(N3[C@@H](CO2)CN(CC3)C(=O)OC(C)(C)C)=O)C(=N1)N[C@H](C)C1=CC=CC=C1 tert-butyl (R)-3-chloro-12-oxo-1-(((R)-1-phenylethyl)amino)-6a,7,9,10-tetrahydro-12H-pyrazino[2,1-c]pyrido[3,4-f][1,4]oxazepine-8(6H)-carboxylate